O.O.C(CC(O)(C(=O)OCC)CC(=O)OCC)(=O)OCC Triethyl citrate dihydrate